(S)-4-(4-hydroxy-4-{[imino(methyl)oxo-λ6-sulfanyl]methyl}piperidin-1-yl)-8-methoxyquinoline-3-carbonitrile OC1(CCN(CC1)C1=C(C=NC2=C(C=CC=C12)OC)C#N)C[S@@](=O)(C)=N